C(C)(=O)N1CCC(CC1)(C#N)CN1N=CC(=C1C(=O)NC1=NC=C(C=C1F)C#CC1=CC=CC=C1)Cl 1-((1-acetyl-4-cyanopiperidin-4-yl)methyl)-4-chloro-N-(3-fluoro-5-(phenylethynyl)pyridin-2-yl)-1H-pyrazole-5-carboxamide